C(C=C)(=O)NCCCCCC(=O)OCC(CCCCCCCCCCCC)CCCCCCCCCC 2-DECYLTETRADECYL 6-acrylamidohexanoate